(R,S)-1-dichloroacetyl-3,3,8a-trimethylperhydropyrrolo[1,2-a]pyrimidin-6-one ClC(C(=O)N1[C@]2(N(CC(C1)(C)C)C(CC2)=O)C)Cl